ClC1=C(C(=CC=C1Cl)O)[C@H]1CC(N(C1)C1CC(C1)CO)=S |r| rac-4-(2,3-dichloro-6-hydroxyphenyl)-1-((1r,3r)-3-(hydroxymethyl)cyclobutyl)pyrrolidine-2-thione